BrC=1C(=NC(=NC1)NC1=C(C=C(C(=C1)C)N1CCC(CC1)N1CCN(CC1)C)OC)NC=1C=C(C#N)C=CC1C(C)(C)O 3-((5-Bromo-2-((2-methoxy-5-methyl-4-(4-(4-methylpiperazin-1-yl)piperidin-1-yl)phenyl)Amino)pyrimidin-4-yl)amino)-4-(2-hydroxypropan-2-yl)benzonitrile